N-{6-[(2-chloro-5-fluorophenyl)carbonyl]-5-cyano-3-oxo-3,4-dihydrospiro[benzo[1,4]oxazin-2,1'-cyclopropane]-7-yl}-3-fluoro-5-(trifluoromethyl)benzamide ClC1=C(C=C(C=C1)F)C(=O)C=1C(=CC2=C(NC(C3(CC3)O2)=O)C1C#N)NC(C1=CC(=CC(=C1)C(F)(F)F)F)=O